2-(4-cyclopropyl-6-methoxy-pyrimidin-5-yl)-4-[[6-[1-ethyl-4-(trifluoromethyl)imidazol-2-yl]-5-fluoro-3-pyridyl]methoxy]-6-methyl-5H-pyrrolo[3,2-d]pyrimidine C1(CC1)C1=NC=NC(=C1C=1N=C(C2=C(N1)C=C(N2)C)OCC=2C=NC(=C(C2)F)C=2N(C=C(N2)C(F)(F)F)CC)OC